1-(2-(5-(2-cyano-4-fluorophenyl)isoindolin-2-yl)-2-oxoethyl)-1H-1,2,4-triazole-3-carbonitrile C(#N)C1=C(C=CC(=C1)F)C=1C=C2CN(CC2=CC1)C(CN1N=C(N=C1)C#N)=O